CCC(CCCCC)C(C(C(C(=O)O)(C(CC)CCCCC)C(CC)CCCCC)(C(CC)CCCCC)C(CC)CCCCC)(CCCCCN(CCCC(=O)NC1=CC(=CC(=C1)NC(CCCN(CCCCCCCCC(=O)O)CCCCCCCCC(=O)O)=O)NC(CCCN(CCCCCCCCC(=O)O)CCCCCCCCC(=O)O)=O)CCCCCCCCC(=O)O)C(CC)CCCCC.ClC1=C(COCCO)C(=CC=C1)Cl 2-(2,6-dichloro-benzyloxy)ethanol hexa(octan-3-yl)9,9',9'',9''',9'''',9'''''-(((benzene-1,3,5-triyltris(azanediyl))tris(4-oxobutane-4,1-diyl))tris(azanetriyl))hexanonanoate